5,10,15,20-tetra(trimethylammoniophenyl)porphyrin (±)-Ethyl-2-((4-(4-(3-chlorophenyl)-2,2-dimethylpiperazine-1-carbonyl)-2-fluorophenyl)sulfinyl)acetate C(C)C(C(=O)[O-])S(=O)C1=C(C=C(C=C1)C(=O)N1C(CN(CC1)C1=CC(=CC=C1)Cl)(C)C)F.C[N+](C)(C)C1=C(C=CC=C1)C=1C2=CC=C(N2)C(=C2C=CC(C(=C3C=CC(=C(C=4C=CC1N4)C4=C(C=CC=C4)[N+](C)(C)C)N3)C3=C(C=CC=C3)[N+](C)(C)C)=N2)C2=C(C=CC=C2)[N+](C)(C)C.C(C)C(C(=O)[O-])S(=O)C2=C(C=C(C=C2)C(=O)N2C(CN(CC2)C2=CC(=CC=C2)Cl)(C)C)F.C(C)C(C(=O)[O-])S(=O)C2=C(C=C(C=C2)C(=O)N2C(CN(CC2)C2=CC(=CC=C2)Cl)(C)C)F.C(C)C(C(=O)[O-])S(=O)C2=C(C=C(C=C2)C(=O)N2C(CN(CC2)C2=CC(=CC=C2)Cl)(C)C)F